3,3-diethyl-5-(2-(4-(2-morpholinophenyl)piperazin-1-yl)ethyl)pyrrolidin-2-one C(C)C1(C(NC(C1)CCN1CCN(CC1)C1=C(C=CC=C1)N1CCOCC1)=O)CC